OC1(CCC1)CNCC=1C=C2C(C(=COC2=C(C1)C)C1=CC(=CC=C1)C1(CC(C1)C)C1=NN=CN1C)=O cis-6-((((1-hydroxycyclobutyl)methyl)amino)methyl)-8-methyl-3-(3-(3-methyl-1-(4-methyl-4H-1,2,4-triazol-3-yl)cyclobutyl)phenyl)-4H-chromen-4-one